NCC(CN)(CN)C 2-(aminomethyl)-2-methylpropan-1,3-diamine